CNC=1C2=C(N=C(N1)NC1=CC=C(C=3OCCOC31)C(=O)N3CCC(CC3)N3CCOCC3)NC=C2C#N 4-(methylamino)-2-((8-(4-morpholino-piperidine-1-carbonyl)-2,3-dihydro-benzo[b][1,4]dioxin-5-yl)amino)-7H-pyrrolo[2,3-d]pyrimidine-5-carbonitrile